C(=C)C1=CC=C(C2=CC=CC=C12)[SiH3] (4-vinylnaphthyl)silane